ClC1=CC(=C(N(C1=O)CC)C1=CC=C(C=C1)F)N(C(OC(C)(C)C)=O)CC tert-butyl (5-chloro-1-ethyl-2-(4-fluorophenyl)-6-oxo-1,6-dihydropyridin-3-yl)(ethyl)carbamate